COC(=O)C1=CN(C(=C1)C1=NC=C(C=C1F)OC1CN(C1)C(C)C)C 5-{3-fluoro-5-[(1-isopropylazetidin-3-yl)oxy]pyridin-2-yl}-1-methylpyrrole-3-carboxylic acid methyl ester